The molecule is an N-hydroxy-L-polyhomomethionine in which there are eight methylene groups between the alpha-carbon and sulfur atoms. It is a N-hydroxy-L-polyhomomethionine and a N-hydroxyhexahomomethionine. It is a conjugate acid of a N-hydroxy-L-hexahomomethioninate. CSCCCCCCCC[C@@H](C(=O)O)NO